C(C)O[Si](CCCCl)(OCC)OCC triethoxychloropropylsilane